trans-1-[4-[5-chloro-6-oxo-4-[[tetrahydropyran-3-yl]methylamino]pyridazin-1-yl]cyclohexyl]-3-[2-[1,1-dimethylethyl(dimethyl)silyl]oxyethyl]benzimidazol-2-one ClC1=C(C=NN(C1=O)[C@@H]1CC[C@H](CC1)N1C(N(C2=C1C=CC=C2)CCO[Si](C)(C)C(C)(C)C)=O)NCC2COCCC2